tert-butyl (R)-3-(4-(azetidin-1-yl)-2-methyl-6,7-dihydro-5H-pyrrolo[3,4-d]pyrimidine-6-carbonyl)-pyrrolidine-1-carboxylate N1(CCC1)C=1C2=C(N=C(N1)C)CN(C2)C(=O)[C@H]2CN(CC2)C(=O)OC(C)(C)C